3-fluoro-N-(5-(4-(trifluoromethyl)phenethoxy)-1H-indol-3-yl)bicyclo[1.1.1]pentane-1-carboxamide FC12CC(C1)(C2)C(=O)NC2=CNC1=CC=C(C=C21)OCCC2=CC=C(C=C2)C(F)(F)F